[Zr].NCCNCCC[Si](OC)(OC)OC N-(beta-aminoethyl)-gamma-aminopropyltrimethoxysilane zirconium